BrC1=CC(=C(C#N)C=C1)O[Si](C)(C)C 4-bromo-2-trimethylsiloxy-benzonitrile